BrC=1C(=NN(C1)C=1C=C(C=CC1)N(C(C=C)=O)CCOC)F N-(3-(4-bromo-3-fluoro-1H-pyrazol-1-yl)phenyl)-N-(2-methoxyethyl)acrylamide